C(C)(C)(C)C1=CC=C(CC(C=O)C)C=C1 2-(4-tert-butyl-benzyl)propionaldehyde